(S)-3-(2-benzyl-3-chloro-7-oxo-2,4,5,7-tetrahydro-6H-pyrazolo[3,4-c]pyridin-6-yl)-8-(3-methoxy-3-methylbutan-1-yn-1-yl)-5-methyl-2,3-dihydrobenzo[b][1,4]oxaazepin-4(5H)-one C(C1=CC=CC=C1)N1N=C2C(N(CCC2=C1Cl)[C@@H]1C(N(C2=C(OC1)C=C(C=C2)C#CC(C)(C)OC)C)=O)=O